F[P-](F)(F)(F)(F)F.N1(N=NC2=C1C=CC=C2)C(=[N+](C)C)N(C)C N-[(1H-Benzotriazol-1-yl)(dimethylamino)methylene]-N-methylmethanaminium hexafluorophosphate